C(N)(=O)C1CC(CC1)C(=O)OC methyl 3-carbamoylcyclopentane-1-carboxylate